N,N'-[(2S)-2-hydroxybicyclo[2.2.2]octane-1,4-diyl]bis{2-[4-(trifluoromethyl)phenoxy]acetamide} O[C@@H]1C2(CCC(C1)(CC2)NC(COC2=CC=C(C=C2)C(F)(F)F)=O)NC(COC2=CC=C(C=C2)C(F)(F)F)=O